benzyl (S)-2-(((S)-2-((((9H-fluoren-9-yl)methoxy)carbonyl)amino)-3-(pyridin-3-yl)propanoyl)oxy)hexanoate C1=CC=CC=2C3=CC=CC=C3C(C12)COC(=O)N[C@H](C(=O)O[C@H](C(=O)OCC1=CC=CC=C1)CCCC)CC=1C=NC=CC1